COC(=O)C1N(CCCC1O)CC1=CC(=C(C=C1)\C=C\C=1C(=C(C=CC1)C1=CC=CC=C1)C)Cl (E)-3-hydroxy-1-(3-chloro-4-(2-(2-methylbiphenyl-3-yl)vinyl)benzyl)piperidine-2-carboxylic acid methyl ester